tert-butyl (1R,3R,5R)-3-((7-methoxy-4-(1-methyl-3-phenyl-1H-pyrazol-4-yl)pyrido[3,2-d]pyrimidin-6-yl)carbamoyl)-2-azabicyclo[3.1.0]hexane-2-carboxylate COC1=CC=2N=CN=C(C2N=C1NC(=O)[C@@H]1N([C@@H]2C[C@@H]2C1)C(=O)OC(C)(C)C)C=1C(=NN(C1)C)C1=CC=CC=C1